BrCCCOC1=CC=C(C=C1)N=NC1=CC=C(C=C1)OCCCBr 4,4'-di(3-bromopropyloxy)azobenzene